3-(Trifluoromethyl)cyclohexanol FC(C1CC(CCC1)O)(F)F